NC=1C=C(C=CC1)C#C 3-aminophenylacetylene